FC=1C=C(C=CC1)[C@H](CNCC1CCC(CC1)OC)O (R)-1-(3-Fluorophenyl)-2-((((1s,4S)-4-methoxycyclohexyl)-methyl)amino)ethan-1-ol